C(CCC)C(C1=CC=CC=C1)S(=O)(=O)N n-butyl-toluenesulfonic acid amide